C1(=CC=CC=C1)NS(=O)(=O)C N-phenyl-methylsulfonamide